The molecule is a monoterpene glycoside that is albiflorin carrying a galloyl substituent at position 6. Isolated from the roots of Paeonia lactiflora. It has a role as a plant metabolite, an androgen antagonist and an antineoplastic agent. It is a beta-D-glucoside, a gamma-lactone, a gallate ester, a bridged compound, a monoterpene glycoside and a secondary alcohol. It derives from an albiflorin. C[C@]12C[C@H]([C@@H]3C[C@]1([C@@]3(C(=O)O2)COC(=O)C4=CC=CC=C4)O[C@H]5[C@@H]([C@H]([C@@H]([C@H](O5)COC(=O)C6=CC(=C(C(=C6)O)O)O)O)O)O)O